7-((1,1-dioxidotetrahydro-2H-thiopyran-4-yl)amino)-1,1-dioxido-3-(1H-pyrrol-1-yl)benzo[b]thiophen O=S1(CCC(CC1)NC1=CC=CC2=C1S(C=C2N2C=CC=C2)(=O)=O)=O